(2S,4R)-1-[(2S)-3,3-dimethyl-2-(oct-7-ynamido)butanoyl]-4-hydroxy-N-[(1S)-1-[4-(4-methyl-1,3-thiazol-5-yl)phenyl]ethyl]pyrrolidine-2-carboxamide CC([C@@H](C(=O)N1[C@@H](C[C@H](C1)O)C(=O)N[C@@H](C)C1=CC=C(C=C1)C1=C(N=CS1)C)NC(CCCCCC#C)=O)(C)C